C(C)OC(=O)C=1C=C(C=2N(N1)C=CC2)C=O.C(CC)C(CCCC)CCCC 5-propyl-nonane ethyl-4-formylpyrrolo[1,2-b]pyridazine-2-carboxylate